C(C)(C)(C)OC([C@H](N)CC(=O)OC(C)(C)C)=O D-aspartic acid di-tert-butyl ester